CC1=CC(=NC=C1C#N)N1N=C(C(=C1)CN1C[C@H](NCC1)C=1C(=C2COC(C2=CC1)=O)C)C (R)-4-methyl-6-(3-methyl-4-((3-(4-methyl-1-oxo-1,3-dihydroisobenzofuran-5-yl)piperazin-1-yl)methyl)-1H-pyrazol-1-yl)nicotinonitrile